(3R,7S)-12-(benzyloxy)-N-(2,4-difluorobenzyl)-3-(fluoromethyl)-1,11-dioxo-1,6,7,11-tetrahydro-3H-2,7-methanopyrido[1,2-a][1,4]diazonine-10-carboxamide C(C1=CC=CC=C1)OC=1C(C(=CN2C1C(N1[C@H](C=CC[C@H]2C1)CF)=O)C(=O)NCC1=C(C=C(C=C1)F)F)=O